ClC1=C(C=CC=C1)C(C)NC1=NC=C(C(=C1)F)I N-(1-(2-chlorophenyl)ethyl)-4-fluoro-5-iodopyridin-2-amine